COC(=O)C1=CC(=C2CCN(CC2=C1)CC12CC3CC(CC(C1)C3)C2)F methyl-2-(((3r,5r,7r)-adamantan-1-yl)methyl)-5-fluoro-1,2,3,4-tetrahydroisoquinoline-7-carboxylate